C(C)(C)(C)OC(=O)N1C(=CC=2C1=NC=CC2)N Amino-1H-pyrrolo[2,3-b]pyridine-1-carboxylic acid tert-butyl ester